1-(1-(4-Chlorophenyl)-2,5-dimethyl-1H-pyrrol-3-yl)-2-(((2,2-dimethyl-1,3-dioxolan-4-yl)methyl)amino)ethanone methyl-1-((2-chloropyrimidin-5-yl)oxy)cyclopropane-1-carboxylate COC(=O)C1(CC1)OC=1C=NC(=NC1)Cl.ClC1=CC=C(C=C1)N1C(=C(C=C1C)C(CNCC1OC(OC1)(C)C)=O)C